tert-butyl (S)-4-((1-(5-(3-cyano-6-ethoxypyrazolo[1,5-a]pyridin-4-yl)pyridin-2-yl)-4-((isopropoxycarbonyl)amino)piperidin-4-yl)methyl)-2-methylpiperazine-1-carboxylate C(#N)C=1C=NN2C1C(=CC(=C2)OCC)C=2C=CC(=NC2)N2CCC(CC2)(NC(=O)OC(C)C)CN2C[C@@H](N(CC2)C(=O)OC(C)(C)C)C